4-t-octylphenylboronic acid C(C)(C)(CC(C)(C)C)C1=CC=C(C=C1)B(O)O